(R)-(4-Cyclopropyl-phenyl)-(1,3-dimethyl-azetidin-3-yl)-{5-[3-(tetrahydro-pyran-4-yl)-[1,2,4]oxadiazol-5-yl]-pyridin-3-yl}-methanol C1(CC1)C1=CC=C(C=C1)[C@](O)(C=1C=NC=C(C1)C1=NC(=NO1)C1CCOCC1)C1(CN(C1)C)C